N1=CC(=CC=C1)C#CN1C(OCC1)=O 3-(pyridine-3-ylethynyl)oxazolidin-2-one